C(C)(C)(C)OC(=O)N1[C@@H](CN([C@H](C1)C)C1=NC=CC2=C1C(=CN2C2=NC=CC(=C2)C#N)C=O)C (2r,5s)-4-(1-(4-cyanopyridin-2-yl)-3-formyl-1H-pyrrolo[3,2-c]pyridin-4-yl)-2,5-dimethylpiperazine-1-carboxylic acid tert-butyl ester